3-(3-methylpyrazin-2-yl)benzaldehyde CC=1C(=NC=CN1)C=1C=C(C=O)C=CC1